CC1(OB(OC1(C)C)C1=CC=C(C=C1)C(F)(F)F)C 4,4,5,5-tetramethyl-2-(4-(trifluoromethyl)phenyl)-1,3,2-dioxaborolane